N1=NC=C2C1=NCNC2=O pyrazolo[3,4-d]-pyrimidin-4(5H)-one